FC(CN1N=NC2=C1C=C(C=C2)C=2C=CN1N=C(N=C(C12)OC)NC1CCC2(CN(C2)C(C([2H])([2H])[2H])=O)CC1)F 1-(7-((5-(1-(2,2-difluoroethyl)-1H-benzo[d][1,2,3]triazol-6-yl)-4-methoxypyrrolo[2,1-f][1,2,4]triazin-2-yl)amino)-2-azaspiro[3.5]nonan-2-yl)ethan-1-one-2,2,2-d3